[(1R)-2-[(5,6-dimethylpyrido[4,3-b]carbazole-9-carbonyl)amino]-1-methyl-ethyl]carbamate CC1=C2C(=CC=3C=4C=C(C=CC4N(C13)C)C(=O)NC[C@@H](C)NC([O-])=O)C=NC=C2